tert-butyl 4-[4-(2,6-dibenzyloxy-3-pyridyl)-3-oxo-piperazin-1-yl]-3,3-difluoro-piperidine-1-carboxylate C(C1=CC=CC=C1)OC1=NC(=CC=C1N1C(CN(CC1)C1C(CN(CC1)C(=O)OC(C)(C)C)(F)F)=O)OCC1=CC=CC=C1